C(C)C12CC3CC(CC(C1)C3)C2 5-ethyladamantane